(S)-N-(3-(5-chloro-2-methoxyphenyl)-1-(2-cyclopentyl-2-hydroxyethyl)-1H-pyrazol-4-yl)pyrazolo[1,5-a]pyrimidine-3-carboxamide ClC=1C=CC(=C(C1)C1=NN(C=C1NC(=O)C=1C=NN2C1N=CC=C2)C[C@@H](O)C2CCCC2)OC